BrC1=C(C=C2COC(C2=C1)=O)C 6-bromo-5-methyl-isobenzofuran-1(3H)-one